2-ethyl-4-cumyl-6-pentylphenol C(C)C1=C(C(=CC(=C1)C(C)(C)C1=CC=CC=C1)CCCCC)O